ClC=1C=C(C=CC1C(F)(F)F)NC(NC=1C=CC(=C(C(=O)NC=2C=C3C(=NC2)NN=C3)C1)F)=O 5-(3-(3-chloro-4-(trifluoromethyl)phenyl)ureido)-2-fluoro-N-(1H-pyrazolo[3,4-b]pyridin-5-yl)benzamide